[3-[6-[(3S)-3-(trifluoromethyl)pyrrolidin-1-yl]-3-pyridinyl]azetidin-1-yl]-[6-[3-(trifluoromethyl)-1,2,4-triazol-1-yl]-2-azaspiro[3.3]heptane-2-yl]methanone FC([C@@H]1CN(CC1)C1=CC=C(C=N1)C1CN(C1)C(=O)N1CC2(C1)CC(C2)N2N=C(N=C2)C(F)(F)F)(F)F